N-Propylpyridinium acetat C(C)(=O)[O-].C(CC)[N+]1=CC=CC=C1